3-(3-(Tert-butyl)ureido)-N-((2-(2,6-dioxopiperidin-3-yl)-1-oxoisoindolin-5-yl)methyl)-2-phenylpropionamide C(C)(C)(C)NC(NCC(C(=O)NCC=1C=C2CN(C(C2=CC1)=O)C1C(NC(CC1)=O)=O)C1=CC=CC=C1)=O